ClC=1C(=CC(=C(C1)S(=O)(=O)Cl)F)F 5-chloro-2,4-difluorobenzene-1-sulfonyl chloride